[rac-(1R,4S)-7,7-dimethyl-2-oxo-norbornan-1-yl]methanesulfonic acid CC1([C@@H]2CC([C@]1(CC2)CS(=O)(=O)O)=O)C |r|